C(C)(C)(C)OC(=O)N1N=C(C=C1C)NC=1C2=C(N=C(N1)NC1C3CC4CC(CC1C4)(C3)O)N(C=C2)[C@@H](CC)CC=O Cis-5-methyl-3-[(7-[(3S)-oxopent-3-yl]-2-{[5-hydroxyadamantan-2-yl]amino}-7H-pyrrolo[2,3-d]pyrimidin-4-yl)amino]-1H-pyrazole-1-carboxylic acid tert-butyl ester